(trans)-2-dodecenoic acid C(\C=C\CCCCCCCCC)(=O)O